(2R,3S,5R)-5-(6-amino-8-(benzyloxy)-9H-purin-9-yl)-2-(hydroxymethyl)tetrahydrofuran-3-ol NC1=C2N=C(N(C2=NC=N1)[C@H]1C[C@@H]([C@H](O1)CO)O)OCC1=CC=CC=C1